F[Sb-](F)(F)(F)(F)F.C(CCCCCCCCC)C1=CC=C(C=C1)[I+]C1=CC=CC=C1 (4-decylphenyl)phenyliodonium hexafluoroantimonate